COC1=CC=C(C2=C1NC(=N2)NC(=O)C=2C=NN(C2)C)C=2C=NN(C2)C 1-Methyl-1H-pyrazole-4-carboxylic acid [7-methoxy-4-(1-methyl-1H-pyrazol-4-yl)-1H-benzoimidazol-2-yl]-amide